FC(C(=O)O)(F)F.FC1=C(C=CC=C1)S(=O)(=O)NC=1C(=NC=C(C1)C=1C=C2C(=CC=NC2=C(C1)C)N1CCNCC1)OC 2-fluoro-N-(2-methoxy-5-(8-Methyl-4-(piperazin-1-yl)quinoline-6-yl)pyridin-3-yl)benzenesulfonamide trifluoroacetate